C(C)C=1C(=CC=C2C=C(C=C(C12)C1=C(C=2N=C(N=C(C2C=N1)N1C[C@@](CCC1)(O)C)OC[C@H]1N(CCC1)C)F)O)F (3R)-1-[7-(8-ethyl-7-fluoro-3-hydroxy-1-naphthyl)-8-fluoro-2-[[(2S)-1-methylpyrrolidin-2-yl]methoxy]pyrido[4,3-d]pyrimidin-4-yl]-3-methyl-piperidin-3-ol